FC1C(C(C(C(=O)[C@@]2(O)[C@@H](O)[C@@H](O)[C@@H](O2)CO)=CC1=O)=O)=O 4-fluoro-2,3,5-tri-oxo-benzoyl-beta-L-ribofuranose